aluminum tris(isopropoxide) CC([O-])C.CC([O-])C.CC([O-])C.[Al+3]